C(#N)C=1C=C2C(=NC1)N(C=C2)C2=NC=C(C(=O)NC1CCN(CC1)CC1=C(C=CC=C1)C1C(NC(CC1)=O)=O)C(=C2)NC(C)C 6-(5-cyano-1H-pyrrolo[2,3-b]pyridin-1-yl)-N-(1-(2-(2,6-dioxopiperidin-3-yl)benzyl)piperidin-4-yl)-4-(isopropylamino)nicotinamide